F[C@H]1C[C@H](N2N=C(N=C21)C(=O)C2CC21CC1)C1=CC=CC=C1 [(5S,7S)-7-fluoro-5-phenyl-6,7-dihydro-5H-pyrrolo[1,2-b][1,2,4]triazol-2-yl]-spiro[2.2]pentan-2-yl-methanone